COC=1C=C(C=CC1)CCC1=C(OCC(CN(C)C)O)C=CC=C1 1-{2-[2-(3-methoxyphenyl)ethyl]-phenoxy}-3-(dimethylamino)-2-propanol